7-bromo-2-chloro-8-isopropoxy-quinazoline BrC1=CC=C2C=NC(=NC2=C1OC(C)C)Cl